BrC1=CN=C2C=CC(=NC2=C1)C=1N=CN(C1C1=C(C=CC(=C1)Cl)F)COCC[Si](C)(C)C 7-bromo-2-(5-(5-chloro-2-fluorophenyl)-1-((2-(trimethylsilyl)ethoxy)methyl)-1H-imidazol-4-yl)-1,5-naphthyridine